ClC=1C=C2C(N(C(=NC2=CC1)NC1=CC=C(C=C1)CO)C1=CC=CC=C1)=O 6-chloro-2-[4-(hydroxymethyl)anilino]-3-phenylquinazolin-4(3H)-one